N-(beta-diethylaminopropyl)aminopropyl-silane C(C)N(C(CNCCC[SiH3])C)CC